COC=1C=2N(C=CC1C)N=CC2 4-Methoxy-5-methylpyrazolo[1,5-a]pyridine